2-(2-pyridyl)-1H-benzimidazole N1=C(C=CC=C1)C1=NC2=C(N1)C=CC=C2